ClC=1C=C(C(=C(C1)C1=NN(C=C1C1=NC(=NC=C1)NC([C@H](C([2H])([2H])[2H])NC(OC)=O)([2H])[2H])C(C)C)F)NS(=O)(=O)C (S)-methyl (1-((4-(3-(5-chloro-2-fluoro-3-(methylsulfonamido)phenyl)-1-(propan-2-yl)-1H-pyrazol-4-yl)pyrimidin-2-yl)amino)propan-2-yl-1,1,3,3,3-d5)carbamate